OCCOC1=CC=C(C=C1)C(C=CC1=CC=C(C=C1)OCCO)=O 1,3-Bis[4-(2-hydroxyethoxy)phenyl]-2-propene-1-one